COC(C1=C(C=CC(=C1)N1CC(C1)N1CCC(CC1)(F)F)C)=O 5-(3-(4,4-difluoropiperidin-1-yl)azetidin-1-yl)-2-methylbenzoic acid methyl ester